3-methyl-heptanolate CC(CC[O-])CCCC